NC1=C(C(=NN1C(C(F)(F)F)C)C1=CC=C(C=C1)CC(=O)O)C#N 2-(4-(5-Amino-4-cyano-1-(1,1,1-trifluoropropan-2-yl)-1H-pyrazol-3-yl)phenyl)acetic acid